(S)-3-fluoropropane FCCC